methyl (2R,3S,5R)-5-methyl-3-(methylsulfonamido)-2-((((1R,3R,6S)-6-(pyrimidin-2-yl)bicyclo[4.1.0]heptan-3-yl)oxy)methyl)pyrrolidine-1-carboxylate C[C@@H]1C[C@@H]([C@@H](N1C(=O)OC)CO[C@H]1C[C@H]2C[C@]2(CC1)C1=NC=CC=N1)NS(=O)(=O)C